CN[C@@H](C)C1=CC=CC=C1 (S)-N-methyl-1-phenylethanamine